6-(((benzyloxy)carbonyl)((1-methylpiperidin-4-yl)methyl)amino)undecane C(C1=CC=CC=C1)OC(=O)N(C(CCCCC)CCCCC)CC1CCN(CC1)C